N-(1-(((S)-1-cyano-2-((S)-2-oxopiperidin-3-yl)ethyl)amino)-3-(2,2-dimethylcyclopropyl)-1-oxopropan-2-yl)-4-methoxy-1H-indole-2-carboxamide C(#N)[C@H](C[C@H]1C(NCCC1)=O)NC(C(CC1C(C1)(C)C)NC(=O)C=1NC2=CC=CC(=C2C1)OC)=O